C(C=C)(=O)O.C1(CCCO1)=O γ-butyrolactone acrylate